C(C1=CC=CC=C1)OC(=O)N1C[C@H]([C@H](CC1)C=O)F (3s,4r)-3-fluoro-4-formyl-piperidine-1-carboxylic acid benzyl ester